(7S)-7-Methyl-2-(2-phenylethyl)-3H,6H,7H,8H,9H-imidazo[4,5-f]chinolin C[C@@H]1NC2=CC=C3C(=C2CC1)N=C(N3)CCC3=CC=CC=C3